1-tetradecanoyl-2-hexadecanoyl-sn-glycero-3-phosphoglycerol C(CCCCCCCCCCCCC)(=O)OC[C@@H](OC(CCCCCCCCCCCCCCC)=O)COP(=O)(O)OCC(O)CO